1-(azepan-1-yl)-3-(3,5-dimethyl-1-(3-methyl-[1,2,4]triazolo[4,3-b]pyridazin-6-yl)-1H-pyrazol-4-yl)propan-1-one N1(CCCCCC1)C(CCC=1C(=NN(C1C)C=1C=CC=2N(N1)C(=NN2)C)C)=O